N4-[7-(3,6-dihydro-2H-pyran-4-yl)-4-hydroxy-[1,3]thiazolo[4,5-c]pyridin-2-yl]-N1-(2-hydroxyethyl)-N1-methylbenzene-1,4-dicarboxamide O1CCC(=CC1)C=1C2=C(C(=NC1)O)N=C(S2)NC(=O)C2=CC=C(C=C2)C(=O)N(C)CCO